t-butylamino(diiodo)silane C(C)(C)(C)N[SiH](I)I